[C@@H]12COC[C@@H](CC1)C2NC=2N=NC(=C1C2C=NC=C1)C1=C(C=C(C=C1OC)C)F N-((1R,5S,8s)-3-oxabicyclo[3.2.1]octan-8-yl)-1-(2-fluoro-6-methoxy-4-methylphenyl)pyrido[3,4-d]pyridazin-4-amine